ClCC(=O)N(CCC(=O)N)NC(C(CC1CCCCC1)NC(\C=C\C1=C(C=C(C=C1)Cl)F)=O)=O 3-[(2-Chloroacetyl)-[[2-[[(E)-3-(4-chloro-2-fluoro-phenyl)prop-2-enoyl]amino]-3-cyclohexyl-propanoyl]amino]amino]propanamide